BrC1=CC=C(C2=C1CCO2)[N+](=O)[O-] C4-bromo-7-nitro-2,3-dihydrobenzofuran